C(=O)(OCC1C2=CC=CC=C2C2=CC=CC=C12)C1N(CCC(C1)N)CC(=O)O fmoc-4-amino-(1-carboxymethyl)-piperidine